NC=1C2=C(N=CN1)N(C1=C2C=2C(C(CC1)=O)=C(ON2)C2CC2)C2CC(CC2)OCC2=CC=CC=C2 11-amino-7-(3-(benzyloxy)cyclopentyl)-3-cyclopropyl-6,7-dihydroisoxazolo[4'',3'':6',7']cyclohepta[1',2':4,5]pyrrolo[2,3-d]pyrimidin-4(5H)-one